tert-butyl (1-(((1R,2S,5R)-2-isopropyl-5-methylcyclohexyl)oxy)-2-oxo-7,10,13-trioxa-3-azahexadecan-16-yl)carbamate C(C)(C)[C@H]1[C@@H](C[C@@H](CC1)C)OCC(NCCCOCCOCCOCCCNC(OC(C)(C)C)=O)=O